[La].C(C)(C)NC=NC(C)C.C(C)(C)NC=NC(C)C.C(C)(C)NC=NC(C)C tri(N,N'-diisopropylformamidine) lanthanum